[2-Amino-4-(trifluoromethoxy)phenyl]-[4-(2-tetrahydrofuran-3-yl-5H-pyrrolo[2,3-b]pyrazin-7-yl)-1-piperidyl]methanone NC1=C(C=CC(=C1)OC(F)(F)F)C(=O)N1CCC(CC1)C1=CNC2=NC=C(N=C21)C2COCC2